4,4'-Diacetylbiphenyl C(C)(=O)C1=CC=C(C=C1)C1=CC=C(C=C1)C(C)=O